COC1=C(C=C(C(=O)N(CCC)CCC)C=C1)S(NCCC1=CC(=CC=C1)OC)(=O)=O 4-methoxy-3-(N-(3-methoxyphenylethyl)sulfamoyl)-N,N-dipropylbenzamide